(E)-2,3-bis(2-chlorophenyl)acrolein ClC1=C(C=CC=C1)/C(/C=O)=C\C1=C(C=CC=C1)Cl